Cl.Cl.CC=1N=C(C=2N(C1)C=CC2)N2CC(CC2)N 1-(3-methyl-pyrrolo[1,2-a]pyrazin-1-yl)-pyrrolidin-3-ylamine dihydrochloride salt